N[C@H](C(=O)N1[C@@H]([C@H]2C([C@H]2C1)(C)C)C(=O)NN(C(OC(C)(C)C)=O)C[C@H]1C(NCC1)=O)[C@H](CC)C tert-butyl N-[[(1R,2S,5S)-3-[(2S,3S)-2-amino-3-methyl-pentanoyl]-6,6-dimethyl-3-azabicyclo[3.1.0]hexane-2-carbonyl]amino]-N-[[(3S)-2-oxopyrrolidin-3-yl]methyl]carbamate